C(C=C)(=O)N1CCC2=C(C=CC=C12)C1=C2C(=C(NC2=C(C=C1F)C(=O)N)C)C (RS)-4-(1-acryloylindolin-4-yl)-5-fluoro-2,3-dimethyl-1H-indole-7-carboxamide